4-[2-[2-(2,6-Diazaspiro[3.3]heptan-2-yl)ethoxy]ethylamino]-2-(2,6-dioxo-3-piperidyl)isoindoline-1,3-dione C1N(CC12CNC2)CCOCCNC2=C1C(N(C(C1=CC=C2)=O)C2C(NC(CC2)=O)=O)=O